3-(1H-Benzo[d]imidazol-2-yl)-N-(1-oxo-1-(pyrrolidin-1-yl)propan-2-yl)propanamide N1C(=NC2=C1C=CC=C2)CCC(=O)NC(C(N2CCCC2)=O)C